Cl.C12CC(CC(CC1)N2)NC=2SC1=C(C=NC(=C1)C=1C=C(C=3N(C1)C=C(N3)C)C#N)N2 6-{2-[(3-exo)-8-azabicyclo[3.2.1]oct-3-ylamino][1,3]thiazolo[4,5-c]pyridin-6-yl}-2-methylimidazo[1,2-a]pyridine-8-carbonitrile hydrochloride